(1S,3S)-1-Methyl-2,3,4,9-tetrahydro-1H-pyrido-[3,4-b]indole-3-carboxylic acid C[C@@H]1N[C@@H](CC2=C1NC1=CC=CC=C21)C(=O)O